3-(5-methyl-2-((tetrahydro-2H-pyran-4-yl)amino)pyrimidin-4-yl)-N-(pyrimidin-5-yl)imidazo[1,2-a]Pyridine-6-amine CC=1C(=NC(=NC1)NC1CCOCC1)C1=CN=C2N1C=C(C=C2)NC=2C=NC=NC2